NC1=C(SC2=NC(=CC=C21)F)C(=O)O 3-amino-6-fluorothieno[2,3-b]pyridine-2-carboxylic acid